ethyl 2-[5-(acetoxymethyl)-4-chloro-6-oxo-pyridazin-1-yl]acetate C(C)(=O)OCC1=C(C=NN(C1=O)CC(=O)OCC)Cl